FC1(CN(C1)C1=C2C(=NC(=C1)N1[C@@H](COCC1)C)C(=NS2)C2=CC(=NN2C2OCCCC2)C)F (3R)-4-[7-(3,3-difluoroazetidin-1-yl)-3-[3-methyl-1-(oxan-2-yl)-1H-pyrazol-5-yl]-[1,2]thiazolo[4,5-b]pyridin-5-yl]-3-methylmorpholine